(2S)-2-fluoro-1-[3-[(1S,3R)-3-[[4-(oxetan-3-yloxy)-5-(trifluoromethyl)pyrimidin-2-yl]amino]cyclohexyl]-6,8-dihydro-5H-[1,2,4]triazolo[4,3-a]pyrazin-7-yl]propan-1-one F[C@H](C(=O)N1CC=2N(CC1)C(=NN2)[C@@H]2C[C@@H](CCC2)NC2=NC=C(C(=N2)OC2COC2)C(F)(F)F)C